2,3,6,6-tetramethyl-2-cyclohexene-1-carboxylate CC=1C(C(CCC1C)(C)C)C(=O)[O-]